5-(3-((cyclopropylamino)methyl)-3-fluoropyrrolidin-1-yl)-N-(2,8-dimethylimidazo[1,2-a]pyrazin-6-yl)pyrazine-2-carboxamide bis(3,6,8-tri-t-butyl-2-naphthyl)cyclohexylphosphite C(C)(C)(C)C=1C(=CC2=C(C=C(C=C2C1)C(C)(C)C)C(C)(C)C)C1(CCC(CC1)P(O)(O)O)C1=CC2=C(C=C(C=C2C=C1C(C)(C)C)C(C)(C)C)C(C)(C)C.C1(CC1)NCC1(CN(CC1)C=1N=CC(=NC1)C(=O)NC=1N=C(C=2N(C1)C=C(N2)C)C)F